ClC1=C(C=CC(=C1)Cl)C=1CCCC2=C(C1C1=CC=C(C=C1)O[C@@H]1CN(CC1)CCCF)C=CC(=C2)/C=C/C(=O)O (S,E)-3-(8-(2,4-dichlorophenyl)-9-(4-((1-(3-fluoropropyl)pyrrolidin-3-yl)oxy)phenyl)-6,7-dihydro-5H-benzo[7]annulen-3-yl)acrylic acid